5-((1S,4S)-2,5-diazabicyclo[2.2.1]heptan-2-yl)-6-fluoro-N-methylpicolinamide hydrochloride Cl.[C@@H]12N(C[C@@H](NC1)C2)C=2C=CC(=NC2F)C(=O)NC